5-(bromomethyl)-1-(4-chlorophenyl)-4-methyl-1H-1,2,3-triazole BrCC1=C(N=NN1C1=CC=C(C=C1)Cl)C